ClC=1N=CC=C2C1NC(C2(C2=CC=C(C=C2)OC(F)(F)F)O)=O 7-chloro-3-hydroxy-3-(4-(trifluoromethoxy)phenyl)-1,3-dihydro-2H-pyrrolo[2,3-c]pyridin-2-one